C(C)C=1N=C2N(C=C(C=C2)C=2C=NC(=NC2)N2CCC(CC2)C(=O)N2CCCC2)C1N(C=1SC(=C(N1)C1=CC=C(C=C1)F)C#N)C 2-((2-ethyl-6-(2-(4-(pyrrolidine-1-carbonyl)piperidin-1-yl)pyrimidin-5-yl)imidazo[1,2-a]pyridin-3-yl)(methyl)amino)-4-(4-fluorophenyl)thiazole-5-carbonitrile